NC1=NC=CC(=C1Cl)OC1=C(C=C(C=C1)NC(=O)C=1C=NN(C1C(F)(F)F)C1=NC=C(C=C1)F)F N-(4-((2-amino-3-chloropyridin-4-yl)oxy)-3-fluorophenyl)-1-(5-fluoropyridin-2-yl)-5-(Trifluoromethyl)-1H-pyrazole-4-carboxamide